FC1=C(C=CC(=C1)C(F)(F)F)B(O)O 2-fluoro-4-Trifluoromethylphenylboronic acid